C(C)(C)(C)OC(=O)N1C(CC=2C1=CN=C(C2)C(F)(F)F)C(=O)O 1-(tert-butoxycarbonyl)-5-(trifluoromethyl)-2,3-dihydro-1H-pyrrolo[2,3-c]pyridine-2-carboxylic acid